(R)-3-fluoro-5,8,8-trimethyl-5-(3-(methylsulfonyl)phenyl)-7,8,9,10-tetrahydropyrido[2,3-b][1,6]naphthyridin-6(5H)-one FC1=CC2=C(NC=3CC(NC(C3[C@@]2(C2=CC(=CC=C2)S(=O)(=O)C)C)=O)(C)C)N=C1